8-bromo-7-{(4-methoxybenzyl)oxy}chroman-4-amine BrC=1C(=CC=C2C(CCOC12)N)OCC1=CC=C(C=C1)OC